N=S(=O)(C)CC1=CC=C(C=C1)C1=CC=NC2=C(C=NC=C12)OC imino(4-(8-methoxy-1,6-naphthyridin-4-yl)benzyl)(methyl)-λ6-sulfanone